C(N)(=O)C1(CCOCC1)NC(=O)C=1N(N=C2C=CC(=CC12)OCC1=C(N=CS1)C)C N-(4-carbamoyloxan-4-yl)-2-methyl-5-[(4-methyl-1,3-thiazol-5-yl)methoxy]-2H-indazole-3-carboxamide